4-methoxy-N-[(1s,4s)-4-{[2-(difluoromethyl)-6-(trifluoromethyl)pyridin-4-yl]amino}cyclohexyl]benzamide COC1=CC=C(C(=O)NC2CCC(CC2)NC2=CC(=NC(=C2)C(F)(F)F)C(F)F)C=C1